DIAMINOCYCLOPENTYLPYRIDINE NC1=C(C(=NC=C1)C1CCCC1)N